CN(CCN(C1=C(C=C(C(=C1)OC)NC1=NC=CC(=N1)N1CC(C2=NC(=C(C=C21)C)C)(C)C)NC(C=C)=O)C)C N-(2-((2-(dimethylamino)ethyl)(methyl)amino)-4-methoxy-5-((4-(3,3,5,6-tetramethyl-2,3-dihydro-1H-pyrrolo[3,2-b]pyridin-1-yl)pyrimidin-2-yl)amino)phenyl)acrylamide